ClC=1C=C(C(=O)NCCO)C=CC1C=1N(C2=NC=NC(=C2N1)OC1(CC1)C)CC1=NC=CC(=C1)C 3-chloro-N-(2-hydroxyethyl)-4-(6-(1-methylcyclopropoxy)-9-((4-methylpyridin-2-yl)methyl)-9H-purin-8-yl)benzamide